4-amino-3,3-dimethyl-1,3-dihydrofuro[3,4-c]quinoline-8-carboxylic acid NC1=NC=2C=CC(=CC2C2=C1C(OC2)(C)C)C(=O)O